4-(2-fluorophenyl)sulfanyl-6-[5-methyl-1-(4-piperidyl)pyrazol-4-yl]pyrazolo[1,5-a]pyridine-3-carbonitrile FC1=C(C=CC=C1)SC=1C=2N(C=C(C1)C=1C=NN(C1C)C1CCNCC1)N=CC2C#N